tert-butyl (3R)-3-[(2S)-3-(5-bromo-1-benzofuran-3-yl)-1-(tert-butoxy)-1-oxopropane-2-yl]pyrrolidine-1-carboxylate BrC=1C=CC2=C(C(=CO2)C[C@H](C(=O)OC(C)(C)C)[C@@H]2CN(CC2)C(=O)OC(C)(C)C)C1